6-benzyl-8-cyclopentyl-2-[5-(4-fluoro-benzylamino)-pyridin-2-ylamino]-8H-pyrido[2,3-d]Pyrimidin-7-one C(C1=CC=CC=C1)C1=CC2=C(N=C(N=C2)NC2=NC=C(C=C2)NCC2=CC=C(C=C2)F)N(C1=O)C1CCCC1